ethyl-bis-(2-hexyl)phosphine C(C)P(C(C)CCCC)C(C)CCCC